1-(4-chloro-2-fluorophenyl)-1,2,3,6-tetrahydropyridin-4-yl 1,1,2,2,3,3,4,4,4-nonafluorobutane-1-sulfonate FC(C(C(C(F)(F)F)(F)F)(F)F)(S(=O)(=O)OC=1CCN(CC1)C1=C(C=C(C=C1)Cl)F)F